5-ethenyl-2'-deoxyuridine C(=C)C=1C(NC(N([C@H]2C[C@H](O)[C@@H](CO)O2)C1)=O)=O